NC=1C(NC2=C3C=CC=NC3=C(C=C2C1C1=C2C=NNC2=C(C=C1)F)OC)=O 3-amino-4-(7-fluoro-1H-indazol-4-yl)-6-methoxy-1H-1,7-phenanthroline-2-one